CN(C)CCC(CCCCCCCCC)Br dimethylaminoethyl-bromon-decane